5-(1-(((R)-1-(p-tolyl)ethyl)amino)-2,3,4,9-tetrahydro-1H-carbazol-6-yl)isoindoline-1-one C1(=CC=C(C=C1)[C@@H](C)NC1CCCC=2C3=CC(=CC=C3NC12)C=1C=C2CNC(C2=CC1)=O)C